ClC1=CC(=NC=2N1N=CC2C(C)C)C2=CC=CC=C2 7-chloro-3-isopropyl-5-phenyl-pyrazolo[1,5-a]Pyrimidine